5-(8-((3-chlorophenethyl)amino)imidazo[1,2-b]pyridazin-6-yl)pyrimidine-2,4(1H,3H)-dione ClC=1C=C(CCNC=2C=3N(N=C(C2)C=2C(NC(NC2)=O)=O)C=CN3)C=CC1